BrCC(=O)C1=CC(=C(C=C1)Br)Cl 2-bromo-1-(4-bromo-3-chlorophenyl)ethan-1-one